FC(S(=O)(=O)[N-]S(=O)(=O)C(F)(F)F)(F)F.[Al+3].FC(S(=O)(=O)[N-]S(=O)(=O)C(F)(F)F)(F)F.FC(S(=O)(=O)[N-]S(=O)(=O)C(F)(F)F)(F)F aluminum bis(trifluoromethanesulfonyl)amide